(R)-benzyl 2-(((benzyloxy)carbonyl)amino)-3-(3-(3,5-dimethyl-1H-1,2,4-triazol-1-yl)-5-fluorobenzamido)propanoate C(C1=CC=CC=C1)OC(=O)N[C@@H](C(=O)OCC1=CC=CC=C1)CNC(C1=CC(=CC(=C1)F)N1N=C(N=C1C)C)=O